3-[4-[[4-chloro-5-(4-fluorophenoxy)benzotriazol-2-yl]methyl]phenyl]-5-(trifluoromethyl)-1,2,4-oxadiazole ClC1=C(C=CC2=NN(N=C21)CC2=CC=C(C=C2)C2=NOC(=N2)C(F)(F)F)OC2=CC=C(C=C2)F